N1=C(N=C(C2=CC=C3C(=C12)C=CN3)N)N 7H-pyrrolo[2,3-h]quinazoline-2,4-diamine